C(C1=CC=CC=C1)N1S(CC(C2=C1C=CC(=C2)Br)=O)(=O)=O 1-Benzyl-6-bromo-1H-2,1-benzothiazin-4(3H)-on-2,2-dioxid